6-(2-bromo-6-chloro-phenyl)-3-(6-methoxy-4-isoquinolyl)-1H-thieno[3,2-d]pyrimidine-2,4-dione BrC1=C(C(=CC=C1)Cl)C1=CC=2NC(N(C(C2S1)=O)C1=CN=CC2=CC=C(C=C12)OC)=O